CCCCC\C=C/CC#CCCCCCCCCC (Z)-6-Nonadecen-9-yne